C(C1=CC=CC=C1)N1CC(OCC1)CNC Benzyl-2-(methylaminomethyl)morpholine